NC1=C(C(=NC(=C1)OC)F)C=1C(=NC=CC1)C(C(=O)OCC)C ethyl 2-[3-(4-amino-2-fluoro-6-methoxy-3-pyridyl)-2-pyridyl]propanoate